(2-bromoacetyl)-2-hydroxybenzaldehyde BrCC(=O)C=1C(=C(C=O)C=CC1)O